ClC1=CC=C(OC2=CC(=C(C=C2C2=CN(C=3C(NC=CC32)=O)C)N3C(C(CC3=O)C)=O)C)C=C1 1-(4-(4-chlorophenoxy)-2-methyl-5-(1-methyl-7-oxo-6,7-dihydro-1H-pyrrolo[2,3-c]pyridin-3-yl)phenyl)-3-methylpyrrolidine-2,5-dione